C(C1=CC=CC=C1)OC=1C(=C(C=2CC(CCC2C1)NCCC1COC1)F)N1CC(NS1(=O)=O)=O 5-[3-(benzyloxy)-1-fluoro-7-{[2-(oxetan-3-yl)ethyl]amino}-5,6,7,8-tetrahydronaphthalen-2-yl]-1λ6,2,5-thiadiazolidine-1,1,3-trione